C(#N)C=1C(=C(C=NC1)C1CN(C1)C(=O)[C@@H]1CC[C@H]2N1C([C@H](CCC2)NC(=O)C2=CC1=C(S2)C=CC(=C1)CP(O)(O)=O)=O)C ((2-(((3S,6S,9aS)-3-(3-(5-cyano-4-methylpyridin-3-yl)azetidine-1-carbonyl)-5-oxooctahydro-1H-pyrrolo[1,2-a]azepin-6-yl)carbamoyl)benzo[b]thiophen-5-yl)methyl)phosphonic acid